ClC=1C(=C(C=CC1)NC1=NC=NC2=CC(=C(C=C12)NC(C(=C)COC)=O)C#C[C@@]12CN(C[C@H]2C1)C)F N-(4-((3-chloro-2-fluorophenyl)amino)-7-(((1R,5S)-3-methyl-3-azabicyclo[3.1.0]hexan-1-yl)ethynyl)quinazolin-6-yl)-2-(methoxymethyl)acrylamide